Cl.CS(=O)(=O)C1=CC(=C(C(=O)NC(=N)N)C=C1S(=O)(=O)C)C N-(4,5-bismethanesulfonyl-2-methylbenzoyl)guanidine, hydrochloride